C(C)(C)(C)OC(=O)N1C2CN(CC1CC2)C2=NC=C(C(=O)O)C=C2Cl 6-(8-(tert-butoxycarbonyl)-3,8-diazabicyclo[3.2.1]oct-3-yl)-5-chloronicotinic acid